1-[trans-4-cyanotetrahydropyran-3-yl]-3-[(2-hydroxy-4-isopropyl-1,2-benzoxaborinin-6-yl)amino]pyrazole-4-carboxamide C(#N)[C@H]1[C@@H](COCC1)N1N=C(C(=C1)C(=O)N)NC=1C=CC2=C(C(=CB(O2)O)C(C)C)C1